[3-(1H-1,2,4-Triazol-5-yl)azetidin-1-yl]-[7-[[5-(trifluoromethyl)-2-pyridyl]methyl]-2,7-diazaspiro[3.4]octan-2-yl]methanone N1N=CN=C1C1CN(C1)C(=O)N1CC2(C1)CCN(C2)CC2=NC=C(C=C2)C(F)(F)F